3,5-dibromo-1-cyclobutyl-1H-1,2,4-triazole BrC1=NN(C(=N1)Br)C1CCC1